3-(3-chloro-4-fluorophenyl)-1-(8,9-difluoro-6-oxo-1,4,5,6-tetrahydro-2H-thiopyrano[3,4-c]isoquinolin-1-yl)-1-methylurea ClC=1C=C(C=CC1F)NC(N(C)C1CSCC=2NC(C=3C=C(C(=CC3C21)F)F)=O)=O